C(CCC)C1=CC=C(C=C1)N(C1=CC=C(C=C1)N(C1=CC=CC=C1)C1=CC=C(C=C1)CCCC)C1=CC=CC=C1 N,N'-bis(4-butylphenyl)-N,N'-diphenyl-1,4-phenylenediamine